FC(C(C(F)(F)F)(F)C1=CC=C(C=C1)NC(C1=C(C=CC(=C1)[N+](=O)[O-])SC1=NN=CN1C)=O)(F)F N-[4-(1,1,1,2,3,3,3-heptafluoropropan-2-yl)phenyl]-2-[(4-methyl-4H-1,2,4-triazol-3-yl)sulfanyl]-5-nitrobenzamide